ClC1=C(C=C(C=N1)NC(OC(C)(C)C)=O)F tert-Butyl N-(6-chloro-5-fluoropyridin-3-yl)carbamate